Triethyl(phenylvinyl)silane C(C)[Si](C=CC1=CC=CC=C1)(CC)CC